C(#N)C1=CC=C(C=C1)N1C(N(C(C1)C#N)C1=CN=CC2=CC=CC=C12)=O 1-(4-cyanophenyl)-3-(isoquinolin-4-yl)-2-oxoimidazolidine-4-carbonitrile